C(C)(C)(C)OC(=O)NC=1C=C(N(C1)C)C(=O)NC=1C=C(N(C1)C)C(=O)NCCC(=O)NC=1C=C(N(C1)C)C(=O)NC=1C=C(N(C1)C)C(=O)OCC=C prop-2-en-1-yl 4-(4-{3-[(4-{4-[(tert-butoxycarbonyl)amino]-1-methylpyrrole-2-amido}-1-methylpyrrol-2-yl)formamido] propanamido}-1-methylpyrrole-2-amido)-1-methylpyrrole-2-carboxylate